OC(CN1CC(C(C1)C)COC=1C=NC(=CC1)S(=O)(=O)C)C=1C=C(C#N)C=CC1 3-[1-hydroxy-2-[3-{[(6-methanesulfonylpyridin-3-yl)oxy]methyl}-4-methylpyrrolidin-1-yl]ethyl]benzonitrile